ClC1=C(C=CC=C1)C=1N=C(SC1)NC(C1=NC=C(C=C1)N1CC2N(CC1)CCC2)=O N-(4-(2-chlorophenyl)thiazol-2-yl)-5-(hexahydropyrrolo[1,2-a]pyrazin-2(1H)-yl)picolinamide